dimethyl-[1-[(3R)-3-[4-(6-oxo-1H-pyridin-3-yl)phenyl]-3-[[(6S)-6-tert-butyl-5,6,7,8-tetrahydrothieno[2,3-b]quinoline-2-carbonyl]amino]propyl]-4-piperidyl]ammonium C[NH+](C1CCN(CC1)CC[C@@H](NC(=O)C1=CC=2C(=NC=3CC[C@@H](CC3C2)C(C)(C)C)S1)C1=CC=C(C=C1)C1=CNC(C=C1)=O)C